CC1=C(C(=O)N)C=C(C=C1)C1C(C1)CN1CCOCC1 2-methyl-5-(2-(morpholinylmethyl)cyclopropyl)benzamide